6-(3,4-difluoro-5-methoxy-phenyl)-2-(1-methylimidazol-2-yl)-7,8-dihydro-5H-pyrido[4,3-d]pyrimidine FC=1C=C(C=C(C1F)OC)N1CC2=C(N=C(N=C2)C=2N(C=CN2)C)CC1